6-Fluoro-5-(2-methoxy-4-(trifluoromethyl)phenyl)-3H-imidazo[4,5-b]pyridin-2-ol FC=1C=C2C(=NC1C1=C(C=C(C=C1)C(F)(F)F)OC)NC(=N2)O